C1(=CC=CC=C1)CC[C@@H]([C@H](CCC1=CC=CC=C1)O)O 1,6-diphenyl-3(S),4(S)-hexanediol